Methyl 3-difluoromethoxy-5-fluoro-4-nitrobenzoate FC(OC=1C=C(C(=O)OC)C=C(C1[N+](=O)[O-])F)F